ClC=1C=C(C=C(C1)Cl)C1(CC(=NO1)C1=CC(=C(C(=O)N\C=N/OC)C=C1)C)C(F)(F)F 4-[5-(3,5-dichlorophenyl)-4,5-dihydro-5-(trifluoromethyl)-3-isoxazolyl]-N-[(Z)-(methoxyimino)methyl]-2-methyl-benzamide